methyl 6-((3-(1-(tert-butoxycarbonyl)piperidin-3-yl)propyl)amino)picolinate C(C)(C)(C)OC(=O)N1CC(CCC1)CCCNC1=CC=CC(=N1)C(=O)OC